2,4-dihydroxy-5H,6H,7H-cyclopenta[d]pyrimidin-7-yl acetate C(C)(=O)OC1CCC2=C1N=C(N=C2O)O